C(C)(CC)C1=NC=2C(=NC(=CC2)C(F)(F)F)N1C=1C=C2C=NNC2=C(C1)Cl sec-Butyl-3-(7-chloro-1H-indazol-5-yl)-5-(trifluoromethyl)-3H-imidazo[4,5-b]pyridine